(4-((3-(7-(((Z)-3-fluoro-1-methylpiperidin-4-yl)amino)-3-(4-fluorophenyl)benzo[b]thiophen-2-yl)prop-2-yn-1-yl)amino)-3-methoxyphenyl)dimethylphosphine oxide FC1CN(CCC1NC1=CC=CC2=C1SC(=C2C2=CC=C(C=C2)F)C#CCNC2=C(C=C(C=C2)P(C)(C)=O)OC)C